5-oxopentylamide O=CCCCC[NH-]